(2-Methoxyphenoxy)-1-(thiophen-2-yl)-N,N-dimethylpropylamine hydrochloride Cl.COC1=C(OC(CC)(C=2SC=CC2)N(C)C)C=CC=C1